FC=1C=C(C=C(C1N1C=NC(=C1)C)F)NC1=NC=C(C(=N1)N1OCCC1C1=CC=CC=C1)C(F)(F)F N-(3,5-difluoro-4-(4-methyl-1H-imidazol-1-yl)phenyl)-4-(3-phenylisoxazolidine-2-yl)-5-(trifluoromethyl)pyrimidin-2-amine